2,6-bis(9H-carbazole-9-yl)-3,5-bis(3,6-di-tert-butyl-9H-carbazole-9-yl)benzonitrile C1=CC=CC=2C3=CC=CC=C3N(C12)C1=C(C#N)C(=C(C=C1N1C2=CC=C(C=C2C=2C=C(C=CC12)C(C)(C)C)C(C)(C)C)N1C2=CC=C(C=C2C=2C=C(C=CC12)C(C)(C)C)C(C)(C)C)N1C2=CC=CC=C2C=2C=CC=CC12